O-ethyl-N-(pent-4-enoyl)-L-homoserine C(C)OCC[C@H](NC(CCC=C)=O)C(=O)O